(S)-6-((3-(2-benzyl-3-chloro-7-oxo-2,4,5,7-tetrahydro-6H-pyrazolo[3,4-c]pyridin-6-yl)-5-methyl-4-oxo-2,3,4,5-tetrahydrobenzo[b][1,4]oxazepin-8-yl)ethynyl)picolinonitrile C(C1=CC=CC=C1)N1N=C2C(N(CCC2=C1Cl)[C@@H]1C(N(C2=C(OC1)C=C(C=C2)C#CC2=CC=CC(=N2)C#N)C)=O)=O